CC=1C(=NSC1C)NS(=O)(=O)C1=C(C=CC=C1)C1=C(C=C(C=C1)CN1C(=NC(=C1C(=O)OCC)C(C)(C)O)CCC)COCC ethyl 1-((2'-(N-(4,5-dimethylisothiazol-3-yl) sulfamoyl)-2-(ethoxymethyl)-[1,1'-biphenyl]-4-yl) methyl)-4-(2-hydroxypropan-2-yl)-2-propyl-1H-imidazole-5-carboxylate